C1(CC1)C=1C=C(C(=NC1C1=CC=C(C=C1)F)OCC)CN1CCC2(CN(C(O2)=O)C23CC(C2)(C3)CP(O)(O)=O)CC1 ((3-(8-((5-cyclopropyl-2-ethoxy-6-(4-fluorophenyl)pyridin-3-yl)methyl)-2-oxo-1-oxa-3,8-diazaspiro[4.5]decan-3-yl)bicyclo[1.1.1]pentan-1-yl)methyl)phosphonic acid